C12(CC(C1)C2)NC(O[C@H]2C[C@H](CC2)C2=NN(C(=C2)N)C(C)(C)C)=O (1R,3S)-3-(5-amino-1-(tert-butyl)-1H-pyrazol-3-yl)cyclopentyl bicyclo[1.1.1]pentan-1-ylcarbamate